(2R,S)-N-(2-Fluorobenzyl)-2-(2-oxopyrrolidin-1-yl)propanamid FC1=C(CNC([C@@H](C)N2C(CCC2)=O)=O)C=CC=C1